4-ethynyl-1-((tetrahydrofuran-3-yl)methyl)-1H-pyrazole C(#C)C=1C=NN(C1)CC1COCC1